2,5-dimethoxybenzaldehyde COC1=C(C=O)C=C(C=C1)OC